methyl (S)-2-benzyl-3-cyclohexyl-7-methyl-3,7,8,9-tetrahydro-6H-imidazo[4,5-f]quinoline-6-carboxylate C(C1=CC=CC=C1)C=1N(C=2C(=C3CC[C@@H](N(C3=CC2)C(=O)OC)C)N1)C1CCCCC1